C(C(=C)C)(=O)OC1=C(C=CC=C1)OC 2-methoxyphenol methacrylate